N1N=CC2=CC=C(C=C12)C1=NC(=NC(=N1)NCCC1=NC=CC=C1)N 6-(1H-indazol-6-yl)-N2-[2-(2-pyridyl)ethyl]-1,3,5-triazine-2,4-diamine